2-(2-((5-(1-aminoisoquinolin-7-yl)-1-cyclopentyl-1H-indazol-3-yl)methoxy)phenyl)acetic acid NC1=NC=CC2=CC=C(C=C12)C=1C=C2C(=NN(C2=CC1)C1CCCC1)COC1=C(C=CC=C1)CC(=O)O